tert-Butyl (2S,3R)-2-({3-[(2-chloro-5-methylpyrimidin-4-yl)oxy]-2-fluorophenyl}methyl)-4,4-difluoro-3-[(methanesulfonyl)amino]pyrrolidine-1-carboxylate ClC1=NC=C(C(=N1)OC=1C(=C(C=CC1)C[C@@H]1N(CC([C@@H]1NS(=O)(=O)C)(F)F)C(=O)OC(C)(C)C)F)C